N(N=S1CN(C2=C1C=C(C=C2)S(=O)(=O)[O-])CC)=S2CN(C1=C2C=C(C=C1)S(=O)(=O)[O-])CC Azino-bis(3-ethylbenzthiazoline-6-sulphonate)